(pyrimidin-5-yl)-1H-pyrazol N1=CN=CC(=C1)N1N=CC=C1